(S)-N-(6-(4-(1H-imidazol-1-yl)piperidin-1-yl)-2-(hydroxymethyl)-2-methyl-2,3-dihydrobenzofuran-5-yl)pyrazolo[1,5-a]pyrimidine-3-carboxamide N1(C=NC=C1)C1CCN(CC1)C1=CC2=C(C[C@@](O2)(C)CO)C=C1NC(=O)C=1C=NN2C1N=CC=C2